ClC1=NN=C(CN1C)N[C@H]1[C@@H](CCCC1)OCC1=CC=CC=C1 3-chloro-6-{[(1R,2R)-2-(benzyloxy)cyclohexyl]amino}-4-methyl-4H,5H-1,2,4-triazine